C1(CC1)C1=CC=C(C=N1)N1C=C(N=C2C(NC(N=C12)(N)OCC)=O)C=1C=CC2=C(N(C(=N2)CO)C)C1 8-(6-Cyclopropylpyridin-3-yl)-2-ethoxy-6-(2-(hydroxymethyl)-1-methyl-1H-benzo[d]imidazole-6-yl)pterin